ethyl 5-((2-fluoro-5-methoxybenzyl)amino)-8-phenylimidazo[1,5-c]pyrimidine-1-carboxylate FC1=C(CNC2=NC=C(C=3N2C=NC3C(=O)OCC)C3=CC=CC=C3)C=C(C=C1)OC